C(C)C1(OC2=CC=C(C=C2C(C1)=O)C1=NC(=NO1)C=1C=C(C=CC1)C)CC 2,2-diethyl-6-(3-(m-tolyl)-1,2,4-oxadiazol-5-yl)chroman-4-one